3-(5-amino-2-methyl-3-pyridyl)-8-chloro-N-methyl-1,6-naphthyridin-7-amine NC=1C=C(C(=NC1)C)C=1C=NC2=C(C(=NC=C2C1)NC)Cl